6-([1,2,4]triazolo[1,5-a]pyridin-2-yl)-7-fluoro-2-((4S)-2-hydroxy-4-((6-oxo-5-(trifluoromethyl)-1,6-dihydropyridazin-4-yl)amino)pentyl)isoquinolin-1(2H)-one N=1C(=NN2C1C=CC=C2)C=2C=C1C=CN(C(C1=CC2F)=O)CC(C[C@H](C)NC=2C=NNC(C2C(F)(F)F)=O)O